O=CCN(C(OC(C)(C)C)=O)C1=CC=CC=C1 tert-butyl (2-oxoethyl)(phenyl)carbamate